N'-(2-chlorophenyl)-2-(4-(1-(2-(4-chlorophenyl)hydrazino)ethylidene)-3,5-dioxopyrrolidin-2-yl)acetohydrazide ClC1=C(C=CC=C1)NNC(CC1NC(C(C1=O)=C(C)NNC1=CC=C(C=C1)Cl)=O)=O